NC=1C2=C(N=CN1)N(C=C2C=2C(=C(C=CC2)NS(=O)(=O)C2=CC(=CC(=C2)C(F)(F)F)C(F)(F)F)F)C N-[3-(4-amino-7-methyl-7H-pyrrolo[2,3-d]pyrimidin-5-yl)-2-fluoro-phenyl]-3,5-bis-trifluoromethyl-benzenesulfonamide